(4-(tert-butyl)phenyl)-N-(2-(4-methylpiperazin-1-yl)ethyl)-5-(2-nitrophenyl)oxazole-4-carboxamide C(C)(C)(C)C1=CC=C(C=C1)C=1OC(=C(N1)C(=O)NCCN1CCN(CC1)C)C1=C(C=CC=C1)[N+](=O)[O-]